methylene-methyldimethoxysilane C=CO[SiH](OC)C